1,2,6-thiadiazine S1NC=CC=N1